CC1=C(C(=CC(=C1)C)C)N1C(N(CC1)C1=C(C=C(C=C1C)C)C)=CC1=CC=C(C=C1)N=CC1=C(C=CC(=C1)[N+](=O)[O-])O [1,3-bis(2,4,6-trimethylphenyl)-2-imidazolidinylidene]-[2-[[(4-methylphenyl)imino]methyl]-4-nitro-phenol]